[C@@H]12OC[C@@H](N(C1)C(CC=1C(OC3=CC(=C(C=C3C1C)OC)O)=O)=O)C2 3-(2-((1S,4S)-2-oxa-5-azabicyclo[2.2.1]heptan-5-yl)-2-oxoethyl)-7-hydroxy-6-methoxy-4-methyl-2H-chromen-2-one